(chloro(ethoxy)phosphoryl)-L-alanine isopropyl ester C(C)(C)OC([C@@H](NP(=O)(OCC)Cl)C)=O